1,6-dihydroxyphenol OC1(CC=CC=C1O)O